N-(2-((6-(2,6-dichloro-3,5-dimethoxyphenyl)-8-ethyl-7-thioxo-5,6,7,8-tetrahydropyrimido[4,5-d]pyrimidin-2-yl)amino)-5-(4-ethylpiperazin-1-yl)phenyl)acrylamide ClC1=C(C(=C(C=C1OC)OC)Cl)N1C(N(C2=C(C1)C=NC(=N2)NC2=C(C=C(C=C2)N2CCN(CC2)CC)NC(C=C)=O)CC)=S